FC(C=1C=C(C=C(C1)C(F)(F)F)C1=NN(C=N1)C1=C(N=NN1C1=CC=CC=C1)C(C)=O)(F)F 1-(5-(3-(3,5-bis(trifluoromethyl)phenyl)-1H-1,2,4-triazol-1-yl)-1-phenyl-1H-1,2,3-triazol-4-yl)ethan-1-one